C(C1=CC=CC=C1)(=O)O[C@@H]1[C@H](O[C@@H]([C@@H]([C@H]1OC(C1=CC=CC=C1)=O)OC(C1=CC=CC=C1)=O)CC(C)C)COC(C1=CC=CC=C1)=O (2R,3R,4R,5S,6R)-2-((benzoyloxy)methyl)-6-isobutyltetrahydro-2H-pyran-3,4,5-triyl tribenzoate